2,4,5-triiodobenzoyl chloride IC1=C(C(=O)Cl)C=C(C(=C1)I)I